N-methyl-butyl-morpholine chloride [Cl-].CN1C(COCC1)CCCC